(7-(3-Ethyl-2-methoxyphenyl)-2-azaspiro[3.5]nonan-2-yl)((1s,3s)-3-hydroxy-3-methylcyclobutyl)methanone C(C)C=1C(=C(C=CC1)C1CCC2(CN(C2)C(=O)C2CC(C2)(C)O)CC1)OC